(R)-6-fluoro-3-((4-fluorobenzyl)amino)-5-(1-(2-fluorophenyl)ethyl)-4H-benzo[e][1,2,4]thiadiazine 1,1-dioxide FC=1C=CC2=C(NC(=NS2(=O)=O)NCC2=CC=C(C=C2)F)C1[C@H](C)C1=C(C=CC=C1)F